C(C)[N+]1(CC(CC1)O)CC 1,1-Diethylpyrrolidin-1-ium-3-ol